6-amino-2-(3,5-dimethyl-4-((2'-oxospiro[cyclobutane-1,3'-indoline]-5'-yl)oxy)phenyl)-1,2,4-triazine-3,5(2h,4h)-dione NC=1C(NC(N(N1)C1=CC(=C(C(=C1)C)OC=1C=C2C3(C(NC2=CC1)=O)CCC3)C)=O)=O